NCCC(CNCCCCCCCCCCCCCCCC)N (2-aminoethyl)-N'-hexadecylethane-1,2-diamine